O1C=CC=2C(=NC=CC21)O[C@@H]2C[C@@H](N(C2)CC2=CN=C(S2)NC(C)=O)C N-(5-(((2S,4R)-4-(furo[3,2-c]pyridin-4-yloxy)-2-methylpyrrolidin-1-yl)methyl)thiazol-2-yl)acetamide